2-formyl-3-methoxyphenoxyacetic acid C(=O)C1=C(OCC(=O)O)C=CC=C1OC